C(C)(C)OB(C1=CC(=CC(=C1)C(F)(F)F)C(F)(F)F)C1=CC(=CC(=C1)C(F)(F)F)C(F)(F)F Isopropoxybis(3,5-bis(trifluoromethyl)phenyl)borane